(4-chlorophenyl)-1,3,4-thiadiazole-2-amine ClC1=CC=C(C=C1)C1=NN=C(S1)N